cis-3-(difluoromethyl)-1-(2-(2-methyl-2H-pyrazolo[3,4-b]pyridin-5-yl)thieno[3,2-d]pyrimidin-6-yl)cyclobutanol FC(C1CC(C1)(O)C1=CC=2N=C(N=CC2S1)C1=CC=2C(N=C1)=NN(C2)C)F